BrC=1C=C(C=CC1)C1(CCCC1)C(=O)NNC(=S)NC 1-(3-bromophenyl)-N-[(methylaminothiocarbonyl)amino]cyclopentane-1-carboxamide